2-(4-(2-fluoro-4-hydroxy-3-isopropylbenzyl)-3-methyl-5-vinylphenoxy)acetic acid FC1=C(CC2=C(C=C(OCC(=O)O)C=C2C=C)C)C=CC(=C1C(C)C)O